ClCC=1C(=NC(=CC1)N1N=CC(=C1)C(F)(F)F)F 3-(chloromethyl)-2-fluoro-6-[4-(trifluoromethyl)pyrazol-1-yl]pyridine